N1=C2C(=CC=C1C(=O)O)C=CC=C2 benzo[2,3-b]pyridine-2-carboxylic acid